C(C1=CC=CC=C1)NC(CC1=NC=C(C=C1)C1=CC=C(C=C1)OCC(C)(C)O)=O N-benzyl-2-(5-(4-(2-hydroxy-2-methylpropoxy)phenyl)pyridin-2-yl)acetamide